4,4'-dihydrazino-stilbene-2,2'-disulfonic acid N(N)C=1C=C(C(=CC1)C=CC=1C(=CC(=CC1)NN)S(=O)(=O)O)S(=O)(=O)O